Cl.N[C@@H]1C[C@@H]([C@H]2C[C@@H]12)C(=O)OC methyl (1S,2S,4R,5R)-4-aminobicyclo[3.1.0]hexane-2-carboxylate hydrochloride